Dimethyl 2-(1-(3-(4-fluorophenyl)-1H-pyrrol-1-yl)cyclohexane-1-carbonyl)malonate FC1=CC=C(C=C1)C1=CN(C=C1)C1(CCCCC1)C(=O)C(C(=O)OC)C(=O)OC